C1(CC1)C=1N=NN(C1)[C@H](C(=O)N1[C@@H](C[C@H](C1)O)C(=O)NCC1CCN(CC1)CCN(C)C)C(C)(C)C (2S,4R)-1-[(2S)-2-(4-cyclopropyltriazol-1-yl)-3,3-dimethyl-butanoyl]-N-[[1-[2-(dimethylamino)ethyl]-4-piperidyl]methyl]-4-hydroxy-pyrrolidine-2-carboxamide